(((6,7-dimethoxyisochroman-1-yl)methyl)(methyl)amino)-3-phenoxypropan-2-ol COC=1C=C2CCOC(C2=CC1OC)CN(C)CC(COC1=CC=CC=C1)O